FC1=C(C=CC=C1)C1=NC(=NO1)C=1C=C(C(=O)O)C=CC1 3-(5-(2-fluorophenyl)-1,2,4-oxadiazole-3-yl)benzoic acid